(s)-8-chloro-N-ethyl-1-[trans-4-(pyridin-2-yloxy)cyclohexyl]-5,6-dihydro-4H-[1,2,4]triazolo[4,3-a][1]benzazepine-5-amine ClC=1C=CC2=C(C[C@@H](CC=3N2C(=NN3)[C@@H]3CC[C@H](CC3)OC3=NC=CC=C3)NCC)C1